NCCCC#CC=1C=C2C=NN(C(C2=CC1)=O)C1C(NC(CC1)=O)=O 3-[6-(5-aminopent-1-yn-1-yl)-1-oxo-1,2-dihydrophthalazin-2-yl]piperidine-2,6-Dion